[Mg+2].[Si]([O-])([O-])([O-])[O-].[Mg+2] silicic acid-magnesium salt